(4-methoxy-2-((methylsulfonyl)carbamoyl)pyrimidin-5-yl)carbamic acid tert-butyl ester C(C)(C)(C)OC(NC=1C(=NC(=NC1)C(NS(=O)(=O)C)=O)OC)=O